[Al].CN(CC)C dimethyl-ethylamine aluminium